Benzyl (3aR,7aS)-1-methyl-3,3a,4,5,7,7a-hexahydro-2H-pyrrolo[2,3-c]pyridine-6-carboxylate CN1CC[C@H]2[C@H]1CN(CC2)C(=O)OCC2=CC=CC=C2